N-((1s,4s)-4-((7-morpholinoimidazo[1,2-c]pyrimidin-5-yl)oxy)cyclohexyl)pyridin-2-amine O1CCN(CC1)C1=CC=2N(C(=N1)OC1CCC(CC1)NC1=NC=CC=C1)C=CN2